2-(1,2,3-thiadiazol-4-yl)acetic acid S1N=NC(=C1)CC(=O)O